tert-butyl 3-ethynyl-3-hydroxyazetidine-1-carboxylate C(#C)C1(CN(C1)C(=O)OC(C)(C)C)O